O1C=C(C2=C1C=CC=C2)C[C@H](NC(=O)C2C1COCC21)B(O)O ((1R)-2-(benzofuran-3-yl)-1-(3-oxabicyclo[3.1.0]hexane-6-carboxamido)ethyl)boronic acid